propyl 2-(formyloxy)-2-methylpropionate C(=O)OC(C(=O)OCCC)(C)C